2-(tert-butyl)-2-cyclohexyl-calcium malonate C(CC(=O)[O-])(=O)[O-].C(C)(C)(C)C1(CCCCC1)[Ca+2]